(E)-10-bromodecyl-3-butylnon-2-enoate BrCCCCCCCCCCOC(\C=C(\CCCCCC)/CCCC)=O